6-bromo-1-methyl-1H-benzoimidazole-2-ethanol BrC=1C=CC2=C(N(C(=N2)CCO)C)C1